C(C)(=O)N1[C@@H](CC[C@H](C1)N(OCC1=CC=CC=C1)S(=O)(=O)C1=CC=C(C=C1)[N+](=O)[O-])C(=O)OC methyl (2S,5R)-1-acetyl-5-(N-benzyloxy-p-nitrobenzenesulfonylamino)-piperidine-2-carboxylate